N-(sec-butyl)thiophosphoric acid triamide C(C)(CC)NP(N)(N)=S